CS(=O)(=O)NC(=O)C1CCC(CC1)C(=O)N N4-(methylsulfonyl)cyclohexane-1,4-dicarboxamide